FC1=C(C(=CC(=C1)C#CC1=CC=CC=C1)F)NS(=O)(=O)C1=CC=NN1C N-[2,6-difluoro-4-(2-phenylethynyl)phenyl]-1-methyl-1H-pyrazole-5-sulfonamide